6-(1,3-benzoxazol-2-yl)-5-methoxy-2-(1-phenyl-1,2,3,4-tetrahydroisoquinolin-2-yl)-3,4-dihydropyrimidin-4-one O1C(=NC2=C1C=CC=C2)C2=C(C(NC(=N2)N2C(C1=CC=CC=C1CC2)C2=CC=CC=C2)=O)OC